tetrasodium propylenediaminetetraacetate C(C(C)N(CC(=O)[O-])CC(=O)[O-])N(CC(=O)[O-])CC(=O)[O-].[Na+].[Na+].[Na+].[Na+]